N-(1'-(4-fluoro-6-methylpyrimidin-2-yl)-1',2'-dihydrospiro[cyclopropane-1,3'-pyrrolo[3,2-c]pyridin]-6'-yl)acetamide FC1=NC(=NC(=C1)C)N1CC2(C=3C=NC(=CC31)NC(C)=O)CC2